nitronaphthalenesulfonate [N+](=O)([O-])C1=C(C2=CC=CC=C2C=C1)S(=O)(=O)[O-]